7-cyano-3-(1H-imidazol-1-yl)-N-((trans)-4-methoxycyclohexyl)isoquinoline-1-carboxamide C(#N)C1=CC=C2C=C(N=C(C2=C1)C(=O)N[C@@H]1CC[C@H](CC1)OC)N1C=NC=C1